1-methyl-3-(trifluoromethyl)-1H-pyrazole-5-ol CN1N=C(C=C1O)C(F)(F)F